C(CO)(=O)O.N1C(C=CC=C1)=O pyridone glycolate